COC1=CC=CC=C1O 6-methoxy-Phenol